(1s,3s)-3-(3-(3-fluoropyridin-2-yl)-4-nitro-1H-pyrazol-1-yl)cyclobutan-1-ol FC=1C(=NC=CC1)C1=NN(C=C1[N+](=O)[O-])C1CC(C1)O